4-((S or R)-6-chloro-2-(3-(dimethylamino)azetidin-1-yl)-8-fluoro-4-((1R,5S)-8-(1-iminoethyl)-3,8-diazabicyclo[3.2.1]octan-3-yl)quinazolin-7-yl)naphthalen-2-ol trifluoroacetate FC(C(=O)O)(F)F.ClC=1C=C2C(=NC(=NC2=C(C1C1=CC(=CC2=CC=CC=C12)O)F)N1CC(C1)N(C)C)N1C[C@H]2CC[C@@H](C1)N2C(C)=N